(S)-2-amino-6-((4-(cyclopropyl-ethynyl)-6-fluoro-2-oxo-4-(trifluoromethyl)-1,2,3,4-tetra-hydroquinazolin-7-yl)methyl)-pyridin-1-ium 2,2,2-trifluoro-acetate FC(C(=O)[O-])(F)F.NC1=[NH+]C(=CC=C1)CC1=C(C=C2[C@](NC(NC2=C1)=O)(C(F)(F)F)C#CC1CC1)F